NC1=NC=NN2C1=C(C=C2C=2C(=C(C(=O)N[C@@H]1CN(C[C@@H]1F)C(C(CC)(C(F)(F)F)O)=O)C(=CC2)C)F)C(F)(F)F 3-[4-amino-5-(trifluoromethyl)pyrrolo[2,1-f][1,2,4]triazin-7-yl]-2-fluoro-N-[(3R,4S)-4-fluoro-1-[2-hydroxy-2-(trifluoromethyl)butanoyl]pyrrolidin-3-yl]-6-methylbenzamide